[N+3].S(=O)([O-])[O-].S(=O)([O-])[O-].S(=O)([O-])[O-].[N+3] sulfite nitrogen